7-chloro-3-fluoro-5-methoxy-1,6-naphthyridine ClC1=NC(=C2C=C(C=NC2=C1)F)OC